OC1=C(C=C(C=C1)/C=C/C(=O)C1=CC=C(C=C1)C(F)(F)F)[N+](=O)[O-] (E)-3-(4-Hydroxy-3-nitrophenyl)-1-[4-(trifluoromethyl)phenyl]prop-2-en-1-one